C(C)C(CNCC1=CC(=CC=C1)CNCC(CCCC)CC)CCCC N,N'-Bis(2-ethylhexyl)-1,3-bis(aminomethyl)-benzol